2-chlorobenzo[d]thiazole-5-carbaldehyde ClC=1SC2=C(N1)C=C(C=C2)C=O